BrC1=NC(=CC(=C1)C(CNCC1N(CCOC1)C(=O)OC(C)(C)C)O)Cl tertbutyl 3-(((2-(2-bromo-6-chloropyridin-4-yl)-2-hydroxyethyl)amino)methyl)morpholine-4-carboxylate